CCC(=C1C(=O)CC(CC1=O)C(=O)[O-])[O-].[Ca+2] The molecule is a calcium salt containing equal numbers of prohexadione(2-) and Ca(2+) ions. A plant growth regulator, it is used as an anti-lodging agent in small-grain cereals. It has a role as a plant growth regulator, an agrochemical and a gibberellin biosynthesis inhibitor. It contains a prohexadione(2-).